3-morpholino-7-(2,3,5-trifluorophenyl)thieno[3,2-b]pyridine-2-carboxylic acid O1CCN(CC1)C1=C(SC=2C1=NC=CC2C2=C(C(=CC(=C2)F)F)F)C(=O)O